5-(trifluoromethoxy)benzo[b]selenophene-2-carboxylic acid FC(OC1=CC2=C([Se]C(=C2)C(=O)O)C=C1)(F)F